BrC=1C=C2C=NN(C(C2=CC1)=O)CC1=NN(C=C1)C 6-bromo-2-((1-methyl-1H-pyrazol-3-yl)methyl)phthalazin-1(2H)-one